FC1=CC(=C(C(=O)NC)C=C1)SC1=CC=C2C(=NN(C2=C1)C1OCCCC1)\C=C\C1=NC=C(C=C1)CN1CCCC1 4-fluoro-N-methyl-2-[3-[(trans)-2-[5-(pyrrolidin-1-ylmethyl)-2-pyridinyl]vinyl]-1-tetrahydropyran-2-yl-indazol-6-yl]sulfanyl-benzamide